CN(C1=CC=C(S1)C=C1C(=NOC1=O)C(F)(F)F)C 4-((5-(dimethylamino)thiophen-2-yl)methylene)-3-(trifluoromethyl)isoxazol-5(4H)-one